6-chloro-N-{3-[2-(4-chloro-3-fluorophenoxy)acetamido]bicyclo[1.1.1]pentan-1-yl}-4-(1,2-oxazole-5-carbonyl)-3,4-dihydro-2H-1,4-benzoxazine-2-carboxamide ClC=1C=CC2=C(N(CC(O2)C(=O)NC23CC(C2)(C3)NC(COC3=CC(=C(C=C3)Cl)F)=O)C(=O)C3=CC=NO3)C1